3-[3-[1-[10-[(4,6-difluoro-1H-indol-5-yl)oxy]-6,7-dihydro-5H-[1,2,4]triazolo[5,1-a][2]benzazepin-2-yl]ethyl]-2-fluoro-phenyl]propanoic acid FC1=C2C=CNC2=CC(=C1OC1=CC2=C(CCCN3C2=NC(=N3)C(C)C=3C(=C(C=CC3)CCC(=O)O)F)C=C1)F